C1(CC1)N1C=C(C(C2=CC(=C(C(=C12)OC)N1CC(NCC1)C)F)=O)C(C=CC=1C=NC=CC1)=O 1-cyclopropyl-6-fluoro-7-(3-methylpiperazin-1-yl)-3-[3-(pyridin-3-yl)acryloyl]-8-methoxyquinolin-4(1H)-one